C1(CC1)N[C@H]1CN(CCC1)C(=O)NC=1SC=NN1 (R)-3-(cyclopropylamino)-N-(1,3,4-thiadiazol-2-yl)piperidine-1-carboxamide